C(C)(C)(C)N1C=[N+](C=C1)C1=C(C=CC=C1C(C)C)C(C)C 1-tert-butyl-3-(2,6-diisopropylphenyl)imidazolium